C(C)(C)(C)OC(=O)N1[C@H](CN(CC1)C(=O)[C@H]1CN(CCC1)S(=O)(=O)C1=CC=C(C=C1)S(N(CC)CC)(=O)=O)C.OC(COC1=CC=C(C=C1)C(C(=O)N)C)CNC(C)C (4-(2-hydroxy-3-(isopropylamino)propoxy)phenyl)propionamide tert-Butyl-(S)-4-((R)-1-((4-(N,N-diethylsulfamoyl)phenyl)sulfonyl)piperidine-3-carbonyl)-2-methylpiperazine-1-carboxylate